O=C1OC2=C(C(=C1)C(F)(F)F)C=CC(=C2)OCC2=CC=C(C(=O)N)C=C2 4-(((2-oxo-4-trifluoromethyl-2H-1-benzopyran-7-yl)oxy)methyl)benzamide